acetic acid 7-methoxy-2,4-dioxo-1,2,3,4-tetrahydro-quinazolin-6-yl ester COC1=C(C=C2C(NC(NC2=C1)=O)=O)OC(C)=O